2-(2-(pyridin-3-yl)propanoyl)-2,7-diazaspiro[4.5]decane-6,8-dione N1=CC(=CC=C1)C(C(=O)N1CC2(CC1)C(NC(CC2)=O)=O)C